3,5-diphenyl-benzenesulfonic acid C1(=CC=CC=C1)C=1C=C(C=C(C1)C1=CC=CC=C1)S(=O)(=O)O